BrC=1SC2=C3C(CCCOC13)=C(N=C2Cl)NC 1-bromo-3-chloro-N-methyl-7,8-dihydro-6H-9-oxa-2-thia-4-azabenzo[cd]azulene-5-amine